(N-t-butylcarbamoyl)-4-aza-androsta-1,5-dien-3-one C(C)(C)(C)NC(=O)C[C@@]12CCC[C@H]1[C@@H]1CC=C3NC(C=C[C@]3(C)[C@H]1CC2)=O